5-oxo-12-oxa-3-thia-6-azatricyclo[6.4.1.04,13]trideca-1,4(13),7-triene-7-carbaldehyde O=C1C=2SC=C3OCCCC(=C(N1)C=O)C32